COC=1C=C(C=CC1)C1=CC(=CC=C1)N(C1=NC=2N(C3=CC=CC=C13)C=NN2)C N-(3'-Methoxy-[1,1'-biphenyl]-3-yl)-N-methyl-[1,2,4]triazolo[4,3-a]quinazolin-5-amine